BrC=1SC2=C(N1)C(=CC(=C2)OC)C(C(C)(C)C)F 2-bromo-4-(1-fluoro-2,2-dimethylpropyl)-6-methoxybenzo[d]thiazole